cis-2-butene-1,1-dicarboxylic acid anhydride C1(\C=C/C)C(=O)OC1=O